diphenylethenyl-lambda4-sulfanyl trifluoromethanesulfonate FC(S(=O)(=O)O[SH2]C=C(C1=CC=CC=C1)C1=CC=CC=C1)(F)F